ClC=1C=C(C=NC1OC1CCOCC1)C1=C2CC[C@H](C2=C(C=C1)F)OC1=CC=C(C=C1)C(CC(=O)O)C#CC 3-(4-(((R)-4-(5-chloro-6-((tetrahydro-2H-pyran-4-yl)oxy)pyridin-3-yl)-7-fluoro-2,3-dihydro-1H-inden-1-yl)oxy)phenyl)hex-4-ynoic acid